3-(2-{3-[(4-methane-sulfonyl-2-methoxy-phenyl)amino]prop-1-yn-1-yl}-1-(2,2,2-trifluoroethyl)-1H-indol-4-yl)-1-(1-methylpiperidin-4-yl)urea CS(=O)(=O)C1=CC(=C(C=C1)NCC#CC=1N(C2=CC=CC(=C2C1)NC(NC1CCN(CC1)C)=O)CC(F)(F)F)OC